5-(1H-Benzimidazol-2-yl)-4-fluoro-1-[(4-methoxyphenyl)-methyl]pyrazol-3-amine N1C(=NC2=C1C=CC=C2)C2=C(C(=NN2CC2=CC=C(C=C2)OC)N)F